(6,7-difluoro-9H-carbazol-2-yl)methanamine hydrochloride Cl.FC=1C=C2C=3C=CC(=CC3NC2=CC1F)CN